4'-(4-butylcyclohexenyl)-3,4,5-trifluoro-biphenyl C(CCC)C1CC=C(CC1)C1=CC=C(C=C1)C1=CC(=C(C(=C1)F)F)F